CN1C(=NN=C1)C1=C(C=CC=C1)C=1C=C(C=C2C=CNC12)N1C(C2=CC=CC(=C2C1)C(F)(F)F)=O 2-{7-[2-(4-methyl-1,2,4-triazol-3-yl)phenyl]-1H-indol-5-yl}-4-(trifluoromethyl)-3H-isoindol-1-one